BrC1=CC=C(C=C1)C1=CN=C(S1)CC(C(=O)NCCCCCC)NC(OCC1=CC=CC=C1)=O benzyl (3-(5-(4-bromophenyl)thiazol-2-yl)-1-(hexylamino)-1-oxopropan-2-yl)carbamate